(9-fluorenyl)(cyclopentadienyl)zirconium dichloride [Cl-].[Cl-].C1=CC=CC=2C3=CC=CC=C3C(C12)[Zr+2]C1C=CC=C1